9,12-tetradecadienyl acetate C(C)(=O)OCCCCCCCCC=CCC=CC